Cl.N1=C(C=CC=C1C(N)=N)C(N)=N pyridine-2,6-bis(carboximidamide) hydrochloride